O1CCN(CC1)C1=NC(=C2N=CN(C2=N1)CC(=O)C1=NC=CC=C1)N1N=C(C=C1)C=1C=NC=CC1 2-(2-morpholino-6-(3-(pyridin-3-yl)-1H-pyrazol-1-yl)-9H-purin-9-yl)-1-(pyridin-2-yl)ethan-1-one